4-(6-fluoro-5-((1s,2s)-2-(methoxycarbonyl)cyclohexane-1-carboxamido)pyridin-2-yl)-1-methyl-1H-1,2,3-triazole-5-carboxylic acid FC1=C(C=CC(=N1)C=1N=NN(C1C(=O)O)C)NC(=O)[C@@H]1[C@H](CCCC1)C(=O)OC